8-methoxy-7-[(E)-3-methoxyprop-1-enyl]-5,5-dimethyl-6H-benzo[h]quinazolin-4-amine COC=1C=CC2=C(CC(C=3C(=NC=NC23)N)(C)C)C1\C=C\COC